3-amino-N-[[(2R)-1-methylpyrrolidin-2-yl]methyl]-5-(trifluoromethyl)benzamide NC=1C=C(C(=O)NC[C@@H]2N(CCC2)C)C=C(C1)C(F)(F)F